S(=O)(=O)(C1=CC=C(C)C=C1)OCC/C=C/C=1C=CC(=NC1)N1CCN(CC1)C(=O)OC(C)(C)C tert-butyl (E)-4-(5-(4-(tosyloxy)but-1-en-1-yl)pyridin-2-yl)piperazine-1-carboxylate